ethylene glycol bissalicylate C(C=1C(O)=CC=CC1)(=O)OCCOC(C=1C(O)=CC=CC1)=O